C(C)(C)(C=1OC[C@@H](N1)C1=CC=CC=C1)C=1OC[C@@H](N1)C1=CC=CC=C1 (S,S)-2,2'-Isopropylidenebis[4-phenyl-2-oxazoline]